thioxanthone sulfonium salt [SH3+].C1=CC=CC=2SC3=CC=CC=C3C(C12)=O